2-amino-N-(3-(7-ethyl-7-hydroxy-8,11-dioxo-7,8,11,13-tetrahydro-10H-[1,3]-dioxolano[4,5-g]pyrano[3',4':6,7]indolizino[1,2-B]quinolin-14-yl)propyl)acetamide NCC(=O)NCCCC1=C2C(=NC=3C=C4C(=CC13)OCO4)C4=CC1=C(C(N4C2)=O)COC(C1(O)CC)=O